5,15-Dimethylpentatriacontane CC(CCCC)CCCCCCCCCC(CCCCCCCCCCCCCCCCCCCC)C